BrC=1C(=CC=2C(C3=CC=CC=C3C2C1)(C)C)N 3-bromo-9,9-dimethyl-9H-fluoren-2-amine